5-chloro-4-[3-[6-[(7-chloro-1-methyl-indazol-6-yl)-methyl-amino]-2-azaspiro[3.3]heptan-2-yl]propyl]-1H-pyridazin-6-one ClC1=C(C=NNC1=O)CCCN1CC2(C1)CC(C2)N(C)C2=CC=C1C=NN(C1=C2Cl)C